FC=1C=C(C(=NC1)OC=1C=CC=2N(C1)C(=C(N2)C(=O)NC2(CCS(CC2)(=O)=O)C)C)OCC(C(F)F)(F)F 6-[[5-fluoro-3-(2,2,3,3-tetrafluoropropoxy)-2-pyridyl]oxy]-3-methyl-N-(4-methyl-1,1-dioxo-thian-4-yl)imidazo[1,2-a]pyridine-2-carboxamide